phenyl[(methyl-d3)fluorophenyl]pyridine C1(=CC=CC=C1)C=1C(=NC=CC1)C1=C(C(=CC=C1)C([2H])([2H])[2H])F